N-[3-(dimethylamino)propyl]-2-methyl-2-propenamid CN(CCCNC(C(=C)C)=O)C